L-6-furfuryl-aminopurine C(C1=CC=CO1)C1=C2NC=NC2=NC(=N1)N